1-(bromomethyl)-4,5-dichloro-2-methoxybenzene BrCC1=C(C=C(C(=C1)Cl)Cl)OC